2-(6-((5-chloropyridin-2-yl)methoxy)pyridin-2-yl)-2,4,5,6-tetrahydropyrrolo[3,4-c]pyrazole bis(2,2,2-trifluoroacetate) FC(C(=O)O)(F)F.FC(C(=O)O)(F)F.ClC=1C=CC(=NC1)COC1=CC=CC(=N1)N1N=C2C(=C1)CNC2